N1(CCC1)C(=O)C=1C=C(C=CC1O)NC(=O)C1=CC2=C(S1)C=CC=C2C=2C=C1C(=NC2)NC=C1 N-(3-(azetidine-1-carbonyl)-4-hydroxyphenyl)-4-(1H-pyrrolo[2,3-b]pyridin-5-yl)benzo[b]thiophene-2-carboxamide